C(C)C(C(=O)OCCOCCOCCOC(C(CCCC)CC)=O)CCCC triethylene glycol di(2-ethylhexanoate)